4-(3-methyl-2-oxo-2,3-dihydro-1H-benzo[d]imidazol-1-yl)piperidine-1-carboxylic acid tert-butyl ester C(C)(C)(C)OC(=O)N1CCC(CC1)N1C(N(C2=C1C=CC=C2)C)=O